Trans-4-(3'-fluoro-[1,1'-biphenyl]-3-yl)-N,N-dimethyl-1,2,3,4-tetrahydronaphthalen-2-amine FC=1C=C(C=CC1)C1=CC(=CC=C1)[C@H]1C[C@@H](CC2=CC=CC=C12)N(C)C